FC1([C@@H](C[C@H]2C[C@@H]([C@H]3[C@@H]4CC[C@H]([C@@H](CC(C(=O)OC)OC)C)[C@]4(CC[C@@H]3[C@]2(C1)C)C)OC)OC)F Methyl 2,2-difluoro-3β,7β-dimethoxymethoxyl-5β-cholanoate